CCCCCCCC(CCC)=O undecan-8-one